2-(3-fluorophenyl)-N5-(4-(oxetan-3-ylamino)phenethyl)-[1,2,4]triazolo[1,5-a][1,3,5]triazine-5,7-diamine FC=1C=C(C=CC1)C1=NN2C(N=C(N=C2N)NCCC2=CC=C(C=C2)NC2COC2)=N1